NC1CCC2=CC=CC=C12 AMINOINDANE